NC1=NC=CC(=C1C=1CCOCC1)OC1=C(C=C(C=C1)NC(=O)C=1C=NN(C1C(F)(F)F)C1=NC=CC=C1F)F N-(4-((2-amino-3-(3,6-dihydro-2H-pyran-4-yl)pyridin-4-yl)oxy)-3-fluorophenyl)-1-(3-Fluoropyridin-2-yl)-5-(trifluoromethyl)-1H-pyrazole-4-carboxamide